tert-butyl (R)-3-((S)-3-(6-bromobenzo[d]isoxazol-3-yl)-1-(tert-butoxy)-1-oxopropane-2-yl)pyrrolidine-1-carboxylate BrC1=CC2=C(C(=NO2)C[C@H](C(=O)OC(C)(C)C)[C@@H]2CN(CC2)C(=O)OC(C)(C)C)C=C1